1-((2R,5R)-5-ethynyl-5-(hydroxymethyl)-2,5-dihydrofuran-2-yl)pyrimidine-2,4(1H,3H)-dione C(#C)[C@]1(C=C[C@@H](O1)N1C(NC(C=C1)=O)=O)CO